(2,5-difluoro-4-(4,4,5,5-tetramethyl-1,3,2-dioxaborolan-2-yl)phenyl)trimethylsilane FC1=C(C=C(C(=C1)B1OC(C(O1)(C)C)(C)C)F)[Si](C)(C)C